BrC=1SC=C(N1)Br 2,4-dibromo-1,3-thiazole